P(=O)(=O)[N] Phosphonitrogen